ClC=1C=CC(=C(C1)C1=CC(=C(N=N1)C)NC1=CC(=NC=C1)NC(=O)NCCN1CCN(CC1)C)F (4-((6-(5-chloro-2-fluorophenyl)-3-methylpyridazin-4-yl)amino)pyridin-2-yl)-3-(2-(4-methylpiperazin-1-yl)ethyl)urea